2,3-dihydroxy-propionic acid OC(C(=O)O)CO